CC1=CC=C(OCC(=O)N(CC=2SC=CC2)C2=NNC=C2)C=C1 2-(4-methylphenoxy)-N-(1H-pyrazol-3-yl)-N-(2-thienylmethyl)acetamide